C1(CC1)C=1N=CC=2C=C3C(=C(C2C1)S(=O)(=O)NCC(C)(C)F)C[C@@H](C3)NC=3C=NC(=CC3)C(F)F (7R)-3-cyclopropyl-7-[[6-(difluoromethyl)pyridin-3-yl]amino]-N-(2-fluoro-2-methylpropyl)-7,8-dihydro-6H-cyclopenta[g]isoquinoline-5-sulfonamide